C(C1=CC=CC=C1)(=O)N1C[C@@H](N(C[C@H]1C)C=1C2=C(N=CN1)N(C=C2C2=NC=CC=C2)C=2C=C(C#N)C=CN2)C 2-(4-((2S,5R)-4-Benzoyl-2,5-dimethylpiperazin-1-yl)-5-(pyridin-2-yl)-7H-pyrrolo[2,3-d]pyrimidin-7-yl)isonicotinonitrile